CC=1C=CC(=C(C1)O)C1=NN=C(C=2N1C=C(N2)C)N[C@H]2CN(CCC2)C (R)-5-methyl-2-(2-methyl-8-((1-methylpiperidin-3-yl)amino)imidazo[1,2-d][1,2,4]triazin-5-yl)phenol